Cl.C(C)(C)(C)NCC(=O)O tert-butyl-glycine monohydrochloride